N1[C@@H](CCC1)CNC(O[C@H]1[C@H](NC[C@@H]1O)CC1=CC=C(C=C1)OC)=O (2R,3S,4S)-4-hydroxy-2-[(4-methoxy phenyl)methyl]pyrrolidin-3-yl N-[(2S)-pyrrolidin-2-ylmethyl]carbamate